2-(2,6-dioxopiperidin-3-yl)-5-(3-oxopyrrolidin-1-yl)isoindoline-1,3-dione O=C1NC(CCC1N1C(C2=CC=C(C=C2C1=O)N1CC(CC1)=O)=O)=O